((5-methyl-4,5,6,7-tetrahydrothiazolo[5,4-c]pyridin-2-yl)sulfonyl)amine sodium salt [Na].CN1CC2=C(CC1)N=C(S2)S(=O)(=O)N